C(CN(CCC(=O)O)CC(=O)O)(=O)O beta-alanine diacetic acid